S1C2=C(C=C1C(C(C(C)C)Br)=O)C=CC=C2 1-(benzo[b]thiophen-2-yl)-2-bromo-3-methylbutan-1-one